1-hexyl-3-methylimidazolium Bromide [Br-].C(CCCCC)N1C=[N+](C=C1)C